C(C)(SCC1CCCCC1)=O S-cyclohexylmethyl ethanethioate